5-chloro-1'-(2-{[2-(3-methanesulfonylazetidin-1-yl)pyrimidin-5-yl]oxy}ethyl)-1,2-dihydrospiro[indole-3,4'-piperidin]-2-one ClC=1C=C2C(=CC1)NC(C21CCN(CC1)CCOC=1C=NC(=NC1)N1CC(C1)S(=O)(=O)C)=O